N-(1-(2-(cyclopropylmethoxy)-5-fluorophenyl)ethyl)-3-(1H-pyrazol-4-yl)pyrazolo[1,5-a]pyrimidin-5-amine C1(CC1)COC1=C(C=C(C=C1)F)C(C)NC1=NC=2N(C=C1)N=CC2C=2C=NNC2